C1(CC1)CN1C(=CC2=CC(=CC(=C12)OC)F)CO (1-(Cyclopropylmethyl)-5-fluoro-7-methoxy-indol-2-yl)methanol